ClC=1C(=C(NC2=NC=NC3=CC(=C(C=C23)NC(\C=C\C)=O)C#C[C@@]2(CN(CC2)C)C)C=CC1)F (E)-N-[4-(3-chloro-2-fluoro-anilino)-7-[2-[(3R)-1,3-dimethylpyrrolidin-3-yl]ethynyl]quinazolin-6-yl]but-2-enamide